8-chloro-N-[3-(6-fluoro-3-pyridinyl)phenyl]-N-methyl-[1,2,4]triazolo[4,3-a]quinazolin-5-amine ClC1=CC=C2C(=NC=3N(C2=C1)C=NN3)N(C)C3=CC(=CC=C3)C=3C=NC(=CC3)F